COCC=CC(=O)O 4-methoxybut-2-enoic acid